C1(=CC=CC=C1)C=1N=C(N=NC1C1=CC=CC=C1)SC(C(=O)NCC1OCCC1)C 2-[(5,6-diphenyl-1,2,4-triazin-3-yl)sulfanyl]-N-(tetrahydrofuran-2-ylmethyl)propanamide